N1C=C(C=2C1=NC=CC2)C2CCN(CC2)CC=2C=C1C(N(C(C1=CC2)=O)N2C(NC(CC2)=O)=O)=O 5-((4-(1H-pyrrolo[2,3-b]pyridin-3-yl)piperidin-1-yl)methyl)-2-(2,4-dioxotetrahydropyrimidine-1(2H)-yl)isoindoline-1,3-dione